OC=1C(OCC1O)=O 3,4-dihydroxyfuran-2(5H)-one